(R)-N-(5-fluoro-6-methoxyisoquinolin-1-yl)-4-(5-methyl-1,3,4-thiadiazol-2-yl)-N-(piperidin-3-yl)benzamide FC1=C2C=CN=C(C2=CC=C1OC)N(C(C1=CC=C(C=C1)C=1SC(=NN1)C)=O)[C@H]1CNCCC1